5'-(4-fluorophenyl)-3'-isopropyl-N-(6-((1R,5S)-8-methyl-3,8-diazabicyclo[3.2.1]octan-3-yl)pyridin-3-yl)-1H,3'H-[2,4'-biimidazole]-4-carboxamide FC1=CC=C(C=C1)C1=C(N(C=N1)C(C)C)C=1NC=C(N1)C(=O)NC=1C=NC(=CC1)N1C[C@H]2CC[C@@H](C1)N2C